ClC1=C(OC=2C=C3CCN(C(C3=CC2)=O)CC2=CC=NC=C2)C(=CC(=C1)[N+](=O)[O-])Cl 6-(2,6-Dichloro-4-nitrophenoxy)-2-(pyridin-4-ylmethyl)-3,4-dihydroisoquinolin-1(2H)-one